tert-butyl 4-[3-[4-[[3-[3-amino-6-[2-(methoxymethoxy)phenyl]pyridazin-4-yl]-3,8-diazabicyclo[3.2.1]octan-8-yl]methyl]imidazol-1-yl]cyclobutoxy]piperidine-1-carboxylate NC=1N=NC(=CC1N1CC2CCC(C1)N2CC=2N=CN(C2)C2CC(C2)OC2CCN(CC2)C(=O)OC(C)(C)C)C2=C(C=CC=C2)OCOC